C(C)(=O)O.C(C)(=O)O.C(C(O)CO)OCC(CCCCC)CCC 2-propylheptyl glyceryl ether diacetate